ClC1=CC=C2C(=CC=NC2=C1)C=1C=C(C(=NC1)OC[C@](CC(C)C)(N)C)C (S)-1-((5-(7-chloroquinolin-4-yl)-3-methylpyridin-2-yl)oxy)-2,4-dimethyl-pentan-2-amine